NC1=C(C(=NN1C1CCOCC1)C1=C(C(=C(C=C1)CNC(C1=C(C=CC=C1)OC)=O)F)F)C#N N-[[4-(5-amino-4-cyano-1-tetrahydropyran-4-ylpyrazol-3-yl)-2,3-difluoro-phenyl]methyl]-2-methoxy-benzamide